1-{4-[(2S)-2,3-dihydro-1,4-benzodioxin-2-yl]phenyl}-N,N-dimethylamine O1[C@H](COC2=C1C=CC=C2)C2=CC=C(C=C2)CNC